4-(4-tert-butylphenyl)benzoic acid C(C)(C)(C)C1=CC=C(C=C1)C1=CC=C(C(=O)O)C=C1